3,4-dihydropyrrole-2,5-dione N1C(CCC1=O)=O